C(C)(C)(C)OC(=O)NC1=CC=C(C=C1)NC1=CC=C(N)C=C1 4-(4-t-butoxycarbonylaminophenylamino)aniline